N-(but-3-yn-1-yl)-5-(4-(trifluoromethyl)phenoxy)-2-naphthamide C(CC#C)NC(=O)C1=CC2=CC=CC(=C2C=C1)OC1=CC=C(C=C1)C(F)(F)F